3,4-dichloro-2-(7-(2-hydroxyethyl)-2,7-diazaspiro[3.5]nonan-2-yl)phenol ClC=1C(=C(C=CC1Cl)O)N1CC2(C1)CCN(CC2)CCO